FC1=CC=C2[C@@H](CC(OC2=C1)N1C[C@H](OCC1)C)N (3S,4R)-7-fluoro-((R)-2-methylmorpholino)chroman-4-amine